OCCN1CC(C1)[C@@H](C)NC(=O)C1=CC2=CC=CC(=C2C=C1)C1=CC=C(C=C1)C(F)(F)F (R)-N-(1-(1-(2-hydroxyethyl)azetidin-3-yl)ethyl)-5-(4-(trifluoromethyl)phenyl)-2-naphthamide